(S)-(1-((1-(2-aminoethyl)-1H-imidazol-2-yl)sulfonyl)pyrrolidin-3-yl)(4-(7-fluoroquinolin-4-yl)piperazin-1-yl)methanone NCCN1C(=NC=C1)S(=O)(=O)N1C[C@H](CC1)C(=O)N1CCN(CC1)C1=CC=NC2=CC(=CC=C12)F